(E)-N-(4-(1-(4-(4-(4-((2-(2,6-dioxopiperidin-3-yl)-1-oxoisoindoline-4-yl)oxy)butyl)piperazin-1-yl)benzoyl)piperidin-4-yl)butyl)-3-(pyridin-3-yl)acrylamide O=C1NC(CCC1N1C(C2=CC=CC(=C2C1)OCCCCN1CCN(CC1)C1=CC=C(C(=O)N2CCC(CC2)CCCCNC(\C=C\C=2C=NC=CC2)=O)C=C1)=O)=O